6-(2-(benzyloxy)pyrimidin-5-yl)-2-((5-fluoropyridazine-yl)methyl)pyridazin-3(2H)-one C(C1=CC=CC=C1)OC1=NC=C(C=N1)C=1C=CC(N(N1)CC=1N=NC=C(C1)F)=O